C(C)(C)C=1C=NN2C1N=C(C=C2NCC2=CC=C(C=C2)C2=NC=CC=C2C)NC[C@@H]2[C@H](CNCC2)O (3R,4R)-4-(((3-isopropyl-7-((4-(3-methylpyridin-2-yl)benzyl)amino)pyrazolo[1,5-a]pyrimidin-5-yl)amino)methyl)piperidin-3-ol